ClC1=CC=C(C=C1)C1=C(C(=NN1C1=C(C=C(C=C1)Cl)Cl)C(=O)NNC(=O)[O-])C 2-(5-(4-chlorophenyl)-1-(2,4-dichlorophenyl)-4-methyl-1H-pyrazole-3-carbonyl)hydrazine-1-carboxylate